2-(4,5-dichloro-6-oxo-pyridazin-1-yl)-N-[3-[(4-formylphenyl)methylsulfamoyl]-4-methyl-phenyl]acetamide ClC=1C=NN(C(C1Cl)=O)CC(=O)NC1=CC(=C(C=C1)C)S(NCC1=CC=C(C=C1)C=O)(=O)=O